NC=1C(=NC(=CC1)Br)C(=O)N 3-amino-6-bromopyridine-amide